C(#N)C=1C=NC2=CC(=C(C=C2C1NC=1C=NC(=C(C1)C)OC)NC(=O)NC1CCN(CC1)C(C)C)OCC 1-(3-Cyano-7-ethoxy-4-((6-methoxy-5-methylpyridin-3-yl)amino)quinolin-6-yl)-3-(1-isopropylpiperidin-4-yl)urea